cobalt copper dioxide [Cu](=O)=O.[Co]